OC1=C(C=CC=C1)C(C=1C2=C(C(N(C1)C)=O)N(C(=C2)C(=O)OCC)C2=C(C=CC=C2)C)C2=CC=CC=C2 ethyl 4-((2-hydroxyphenyl)(phenyl)methyl)-6-methyl-7-oxo-1-tolyl-6,7-dihydro-1H-pyrrolo[2,3-c]pyridin-2-carboxylate